CO[C@H]1CN(CC1)C[C@@H](C)O (R)-1-((R)-3-methoxypyrrolidin-1-yl)propan-2-ol